C(CCCCC)NC(C(=O)O)=O 2-(hexylamino)-2-oxoacetic acid